[Si](C)(C)(C(C)(C)C)OC1CN(CC=C(C1)C1=C(C(=CC=2CCOC21)NC2=NC(=CC(=N2)C)NC)Cl)C(=O)OC(C)(C)C tert-butyl 3-[tert-butyl(dimethyl)silyl]oxy-5-[6-chloro-5-[[4-methyl-6-(methylamino)pyrimidin-2-yl]amino]-2,3-dihydrobenzofuran-7-yl]-2,3,4,7-tetrahydroazepine-1-carboxylate